Cl.Cl.N1=CC=CC=C1C(=O)O Pyridine-6-carboxylic acid dihydrochloride